Ethyl oxazolate O1C(=NC=C1)C(=O)OCC